ClC1=CN=C(N1)CO 5-chloroimidazolemethanol